(+-)-5,7-difluorochroman-4-ol FC1=C2[C@@H](CCOC2=CC(=C1)F)O |r|